COC([C@@](CN1N=CN=C1)(O)C1=C(C=C(C=C1)OC1=CC=C(C=C1)Cl)Cl)=O (2R)-2-[2-chloro-4-(4-chlorophenoxy)phenyl]-2-hydroxy-3-(1,2,4-triazol-1-yl)propionic acid methyl ester